6-[4-[(S or R)-(1-methyl-2-oxo-4-pyridyl)-phenyl-methyl]piperidine-1-carbonyl]-4H-1,4-benzoxazin-3-one CN1C(C=C(C=C1)[C@@H](C1CCN(CC1)C(=O)C=1C=CC2=C(NC(CO2)=O)C1)C1=CC=CC=C1)=O |o1:7|